4-(1-Carbamoyl-3-Methoxycarbonyl-Cyclobutylamino)-Phenyl-Piperazine-1-Carboxylic Acid Tert-Butyl Ester C(C)(C)(C)OC(=O)N1C(CNCC1)C1=CC=C(C=C1)NC1(CC(C1)C(=O)OC)C(N)=O